N-[5-(1,3-benzodioxol-5-yl)-4-fluoro-2-[rac-(3R,5S)-3,4,5-trimethylpiperazin-1-yl]phenyl]-6-oxo-4-(trifluoromethyl)-1H-pyridine-3-carboxamide O1COC2=C1C=CC(=C2)C=2C(=CC(=C(C2)NC(=O)C2=CNC(C=C2C(F)(F)F)=O)N2C[C@H](N([C@H](C2)C)C)C)F |r|